1-butyl-3-methylimidazole bis(trifluoromethanesulfonyl)ammonium salt FC(S(=O)(=O)[NH2+]S(=O)(=O)C(F)(F)F)(F)F.C(CCC)N1CN(C=C1)C